3-(3-chloro-4-fluorophenyl)-5-(2-(3,3-difluoroazetidin-1-yl)-2-oxoethyl)pyrazolo[1,5-a]pyrazin-4(5H)-one ClC=1C=C(C=CC1F)C=1C=NN2C1C(N(C=C2)CC(=O)N2CC(C2)(F)F)=O